1-(tert-butyl) 2-(1,3-dioxoisoindoline-2-yl) pyrrolidine-1,2-dicarboxylate N1(C(CCC1)C(=O)ON1C(C2=CC=CC=C2C1=O)=O)C(=O)OC(C)(C)C